C1CC12CN(CC2)C[C@@H](C)NC(C2=CC=C(C=C2)C2=NOC(=N2)C(F)(F)F)=O (R)-N-(1-(5-Azaspiro[2.4]heptan-5-yl)propan-2-yl)-4-(5-(trifluoromethyl)-1,2,4-oxadiazol-3-yl)benzamide